N2,N2,N6,N6-tetrakis(2-methoxyethyl)-N4-methyl-8-(4-(1-methyl-1H-1,2,4-triazol-3-yl)piperazin-1-yl)-N4-(3-(methylsulfonyl)benzyl)pyrimido[5,4-d]pyrimidine-2,4,6-triamine COCCN(C=1N=C(C2=C(N1)C(=NC(=N2)N(CCOC)CCOC)N2CCN(CC2)C2=NN(C=N2)C)N(CC2=CC(=CC=C2)S(=O)(=O)C)C)CCOC